N-{2-[(3S)-3-(aminomethyl)piperidin-1-yl]-4-(2-fluorophenoxy)-3-(trifluoromethyl)phenyl}-1-(2,2-difluoroethyl)-1H-pyrazole-3-carboxamide NC[C@H]1CN(CCC1)C1=C(C=CC(=C1C(F)(F)F)OC1=C(C=CC=C1)F)NC(=O)C1=NN(C=C1)CC(F)F